C1(=CC=CC=C1)C=1C(=CNC(N1)N)C#N 6-phenyl-5-cyano-2-amino-2,3-dihydropyrimidin